4-(2-chloro-[1,2,4]triazolo[1,5-a]pyridin-6-yl)morpholine ClC1=NN2C(C=CC(=C2)N2CCOCC2)=N1